NCC1(CCN(CC1)C=1C(NC(=CN1)OC1=C(C(=CC=C1)Cl)Cl)=O)C 3-(4-(Aminomethyl)-4-methylpiperidin-1-yl)-6-(2,3-dichlorophenoxy)pyrazin-2(1H)-on